N-(6-ethylpyridin-2-yl)-2-(1-(fluoromethyl)-2-oxabicyclo[2.1.1]hex-4-yl)-7-methoxyimidazo[1,2-a]pyridine-6-carboxamide C(C)C1=CC=CC(=N1)NC(=O)C=1C(=CC=2N(C1)C=C(N2)C21COC(C2)(C1)CF)OC